C(C)(C)(C)OC(N(CCNCCN(C(OC(C)(C)C)=O)C)C)=O di-tert-butyl(azanediylbis(ethane-2,1-diyl))bis(methylcarbamate)